3-(5-methyl-1-(2-(2-methylpyrimidin-5-yl)ethyl)-1,2,5,6-tetrahydropyridin-3-yl)-1H-pyrrolo[2,3-b]Pyridine-1-carboxylic acid tert-butyl ester C(C)(C)(C)OC(=O)N1C=C(C=2C1=NC=CC2)C=2CN(CC(C2)C)CCC=2C=NC(=NC2)C